4-chlorobenzyl (4-((5-fluoronicotinamido)meth-yl)phenyl)carbamate FC=1C=NC=C(C(=O)NCC2=CC=C(C=C2)NC(OCC2=CC=C(C=C2)Cl)=O)C1